C(CCC)OC1=C(C=CC=C1)C1=CC=CC=2C=C(OC21)C(=O)N[C@H]2CN1CCC2CC1 |r| (R and S)-7-(2-butoxyphenyl)-N-quinuclidin-3-yl-benzofuran-2-carboxamide